C1=CC(=CC=C1C(=O)CBr)Br 2,4-dibromoacetophenone